2-(thiazol-4-yl)propionic acid S1C=NC(=C1)C(C(=O)O)C